CC1=C(N=CN1COCC[Si](C)(C)C)SC1=CC=C(C(=O)OC)C=C1 methyl 4-[5-methyl-1-(2-trimethylsilylethoxymethyl)imidazol-4-yl]sulfanylbenzoate